(R)-8-(4-chloro-2-fluorophenyl)-2,3-dimethyl-6-(6-(1-methyl-1H-pyrazol-4-yl)-5-oxa-8-azaspiro[3.5]nonan-8-yl)pyrimido[5,4-d]pyrimidin-4(3H)-one ClC1=CC(=C(C=C1)C1=NC(=NC2=C1N=C(N(C2=O)C)C)N2C[C@H](OC1(CCC1)C2)C=2C=NN(C2)C)F